(tert-butyl 1-{[tert-butyl (diphenyl) silyl] oxy}-3-hydroxy-2-methylpropan-2-yl) carbamate C(N)(OC(C(O[Si](C1=CC=CC=C1)(C1=CC=CC=C1)C(C)(C)C)C(C)(C)C)(CO)C)=O